C1(=CC=CC=C1)N1N(C(CC1=O)=O)C1=CC=CC=C1 1,2-diphenyl-3,5-Pyrazolidinedione